C1(CC1)C=1C(=CC=2C(=C3C(=NC2C1)CCC3)NC3CCN(CC3)CC)OC N-{6-cyclopropyl-7-methoxy-1H,2H,3H-cyclopenta[b]quinolin-9-yl}-1-ethylpiperidin-4-amine